4-(Piperidin-4-yl)pyrimidine-2-carbonitrile N1CCC(CC1)C1=NC(=NC=C1)C#N